OCCCC(C)(C)[C@@H]1N(C(OC1)(C)C)C(=O)OC(C)(C)C tert-butyl (s)-4-(5-hydroxy-2-methylpentan-2-yl)-2,2-dimethyloxazolidine-3-carboxylate